4-sec-butyl-2-(α-methylbenzyl)phenol C(C)(CC)C1=CC(=C(C=C1)O)C(C1=CC=CC=C1)C